5-{[(4-chloro-1-naphthyl)oxy]methyl}-2-(2,2-diethoxyethoxy)pyridine ClC1=CC=C(C2=CC=CC=C12)OCC=1C=CC(=NC1)OCC(OCC)OCC